N-(5-chloro-8-methyl-1-isoquinolyl)-5-(5-methyl-1,3,4-thiadiazol-2-yl)-N-[(3R)-3-piperidyl]pyridine-2-carboxamide ClC1=C2C=CN=C(C2=C(C=C1)C)N(C(=O)C1=NC=C(C=C1)C=1SC(=NN1)C)[C@H]1CNCCC1